C[Si](C#CCC[C@H](CCCCC)O)(C)C (S)-1-(trimethylsilyl)-dec-1-yn-5-ol